2,6-bis(2,7-dimethyl-9H-carbazol-9-yl)-4-(2,6-diphenylpyrimidin-4-yl)benzonitrile CC1=CC=2N(C3=CC(=CC=C3C2C=C1)C)C1=C(C#N)C(=CC(=C1)C1=NC(=NC(=C1)C1=CC=CC=C1)C1=CC=CC=C1)N1C2=CC(=CC=C2C=2C=CC(=CC12)C)C